5-fluoro-N-(3-fluoro-4-(4-dimethylaminopiperidin-1-yl)phenyl)-4-(1-isopropyl-1H-pyrazol-4-yl)pyrimidin-2-amine FC=1C(=NC(=NC1)NC1=CC(=C(C=C1)N1CCC(CC1)N(C)C)F)C=1C=NN(C1)C(C)C